acetic acid (Z)-9-tetradecen-1-yl ester C(CCCCCCC\C=C/CCCC)OC(C)=O